NC=1N=C(N(C(C1SC1=C(C(=CC=C1)Cl)Cl)=O)C)N1C[C@@H](N(CC1)C(=O)OC(C)(C)C)C=O tert-butyl (2R)-4-[4-amino-5-(2,3-dichlorophenyl)sulfanyl-1-methyl-6-oxo-pyrimidin-2-yl]-2-formyl-piperazine-1-carboxylate